ClC1=C(C=CC(=C1NC=1C(=C2C(N(C=NC2=CC1)C)=O)C)F)N(S(=O)(=O)C1=C(C=CC(=C1)F)F)COCC[Si](C)(C)C N-(2-chloro-3-((3,5-dimethyl-4-oxo-3,4-dihydroquinazolin-6-yl)amino)-4-fluorophenyl)-2,5-difluoro-N-((2-(trimethylsilyl)ethoxy)methyl)benzene-sulfonamide